CSC1=CC=C(C=C1)C(C(C)N1CCOCC1)=O 1-[4-(methylthio)phenyl]-2-morpholinopropane-1-one